FC=1C=2N(C=CC1C=O)C=CN2 8-Fluoroimidazo[1,2-a]pyridine-7-carbaldehyde